C(N)(=N)N1CCC(=CC1)C1=CC(=C(C(=O)NC2=CC(=C(C=C2)C=2CCN(CC2)C(N)=N)OC)C=C1F)F 4-(1-carbamimidoyl-1,2,3,6-tetrahydro-pyridin-4-yl)-N-[4-(1-carbamimidoyl-1,2,3,6-tetrahydro-pyridin-4-yl)-3-methoxy-phenyl]-2,5-difluoro-benzamide